FC(C1=NNC(=C1)NC(OCC1=CC=C2C=C(C(=NC2=C1)C)C1C(NC(CC1)=O)=O)=O)(F)F (3-(2,6-dioxopiperidin-3-yl)-2-methylquinolin-7-yl)methyl (3-(trifluoromethyl)-1H-pyrazol-5-yl)carbamate